3-ethynyl-4-fluorobenzoic Acid C(#C)C=1C=C(C(=O)O)C=CC1F